Fucose Sulfate S(=O)(=O)(O)O.O=C[C@@H](O)[C@H](O)[C@H](O)[C@@H](O)C